C1=C(C=CC=2OC3=C(C21)C=CC=C3)C3=C2C=CC=CC2=C(C2=CC=CC=C32)C3=CC2=C(C1=C(O2)C=CC(=C1)C1=NC(=CC(=C1)C1=CC=CC=C1)C1=CC=CC=C1)C=C3 2-(7-(10-(dibenzofuran-2-yl)anthracene-9-yl)dibenzofuran-2-yl)-4,6-diphenylpyridine